ClC=1C=C(C(=NC1)OC)S(=O)(=O)NC1=C(C(=C(C=C1)F)C1=C(C=2N(C=C1)C(=NC2)C=2N(C=CN2)COCC[Si](C)(C)C)F)F 5-chloro-N-[2,4-difluoro-3-[8-fluoro-3-(1-[[2-(trimethylsilyl)ethoxy]methyl]imidazol-2-yl)imidazo[1,5-a]pyridin-7-yl]phenyl]-2-methoxypyridine-3-sulfonamide